OC1=C(C(=O)O)C=CC(=C1)O 2,4-Dihydroxybenzoic acid